4-(2-chloro-4-((5-cyclopropyl-3-(2,6-dichlorophenyl)isoxazol-4-yl)methoxy)phenyl)pyrrolidin-2-one ClC1=C(C=CC(=C1)OCC=1C(=NOC1C1CC1)C1=C(C=CC=C1Cl)Cl)C1CC(NC1)=O